CN(C(C=C)=O)C1CC(C1)OC=1C=2N(C=C(N1)C=1C=NN(C1)[C@@H]1COCC1)N=CC2 (S)-N-methyl-N-(3-((6-(1-(tetrahydrofuran-3-yl)-1H-pyrazol-4-yl)pyrazolo[1,5-a]pyrazin-4-yl)oxy)cyclobutyl)acrylamide